N-(4-((2-amino-3-chloropyridin-4-yl)oxy)-3-fluorophenyl)-1-(pyrimidin-2-yl)-5-(trifluoromethyl)-1H-pyrazole-4-carboxamide NC1=NC=CC(=C1Cl)OC1=C(C=C(C=C1)NC(=O)C=1C=NN(C1C(F)(F)F)C1=NC=CC=N1)F